FC(C1=CC=C(C=C1)N1N=C(N=C1)NC=1C=CC(=NC1)C(=O)OC)(F)F methyl 5-((1-(4-(trifluoromethyl)phenyl)-1H-1,2,4-triazol-3-yl)amino)picolinate